C(C)OC(=O)C1=CC(=NC=C1N)Cl 5-amino-2-chloro-pyridine-4-carboxylic acid ethyl ester